C(C1=CC=CC=C1)OC(=O)NCCCCOC[C@H](C)NN1CC2=C(C3=CC=CN=C13)C=CC(=C2)C(=O)OC (S)-Methyl 5-((1-(4-(((benzyloxy)carbonyl)amino)butoxy)propan-2-yl)amino)benzo[c]naphthyridine-8-carboxylate